N-4-bromophenylethyl-glycine methyl-(1r,4R)-4-(3-chloroanilino)-5'-fluoro-6'-formyl-2'-{(2R)-3-[(4-methoxyphenyl)methoxy]-2-methylpropyl}spiro[cyclohexane-1,1'-indene]-4-carboxylate CC1=C(C2(C3=CC(=C(C=C13)F)C=O)CCC(CC2)(C(=O)O)NC2=CC(=CC=C2)Cl)C[C@H](COCC2=CC=C(C=C2)OC)C.BrC2=CC=C(C=C2)CCNCC(=O)O